phosphorous acid tris-(tert.-butyl-dimethylsilyl)ester C(C)(C)(C)[Si](C)(C)OP(O[Si](C)(C)C(C)(C)C)O[Si](C)(C)C(C)(C)C